1'-benzyl-6-hydroxyspiro[indene-2,4'-piperidin]-1(3H)-one C(C1=CC=CC=C1)N1CCC2(CC1)C(C1=CC(=CC=C1C2)O)=O